N[C@H](C)C(=O)N[C@@H](C)C(=O)O D-alanyl-L-alanine